N=1N=C(N2C1N=CC=C2)[C@@H]2C[C@@H](CCC2)NC2=NC=C(C(=N2)OC2COC2)C(F)(F)F N-((1R,3S)-3-([1,2,4]triazolo[4,3-a]pyrimidin-3-yl)cyclohexyl)-4-(oxetan-3-yloxy)-5-(trifluoromethyl)pyrimidin-2-amine